1-cinnamyl-9-methyl-4-oxo-3-phenyl-4H-pyrido[1,2-a]pyrimidin-1-ium-2-ol C(C=CC1=CC=CC=C1)[N+]1=C2N(C(C(=C1O)C1=CC=CC=C1)=O)C=CC=C2C